C(C)N1C(=CC=C1)C(\C=C\C=1OC=CC1)=O (E)-1-(N-ethyl-pyrrol-2-yl)-3-(furan-2-yl)prop-2-ene-1-one